O1CCN(CC1)C1=NC(=NC(=N1)NC1=CC=CC=C1)NC1=C(C(=C(C=C1)C=CC1=CC=C(C=C1)NC1=NC(=NC(=N1)N1CCOCC1)NC1=CC=CC=C1)S(=O)(=O)[O-])S(=O)(=O)[O-] 4,4'-bis-(2-morpholino-4-anilino-s-triazin-6-ylamino)-stilbenedisulphonate